C(C)OC1=C(N=C(O1)CCC1=CC=C(C=C1)OC)CCSC 5-ethoxy-2-(4-methoxyphenylethyl)-4-(2-(methylthio)ethyl)oxazole